N5,N5,N9,N9-tetra(dibenzo[b,d]thiophen-2-yl)-7-hexyl-7H-dibenzo[c,g]carbazole-5,9-diamine C1=C(C=CC=2SC3=C(C21)C=CC=C3)N(C3=CC=2N(C=1C=C(C4=C(C1C2C2=C3C=CC=C2)C=CC=C4)N(C4=CC2=C(SC3=C2C=CC=C3)C=C4)C4=CC3=C(SC2=C3C=CC=C2)C=C4)CCCCCC)C4=CC2=C(SC3=C2C=CC=C3)C=C4